BrC=1C=C(C=CC1)C1(CC(C1)C)C1=NNC=C1C 3-(1-(3-bromophenyl)-3-methylcyclobutyl)-4-methyl-1H-pyrazole